C1OC(N2C1CNCC2)=O 1,5,6,7,8,8a-hexahydrooxazolo[3,4-a]pyrazin-3-one